(R)-2-chloro-N-(5-chloro-6-(5,5-dimethyl-4,5-dihydrooxazol-2-yl)pyridin-3-yl)-8-methyl-8-(trifluoromethyl)-7,8-dihydro-6H-pyrazolo[1,5-a]pyrrolo[2,3-e]pyrimidine-6-carboxamide ClC1=NN2C(N=CC3=C2[C@@](CN3C(=O)NC=3C=NC(=C(C3)Cl)C=3OC(CN3)(C)C)(C(F)(F)F)C)=C1